N-(2-methylimidazolyl-1-ethyl)-urea CC=1NC=C(N1)CCNC(=O)N